3-{3-[(3-{[(1R,2S)-2-fluorocyclopropyl]carbamoyl}-8-(methylamino)imidazo[1,2-b]pyridazin-6-yl)amino]-2-oxopyridin-1-yl}benzoic acid F[C@@H]1[C@@H](C1)NC(=O)C1=CN=C2N1N=C(C=C2NC)NC=2C(N(C=CC2)C=2C=C(C(=O)O)C=CC2)=O